N-(tert-butyl)-3-((2-((4-(2-(4-(2-(2,6-dioxopiperidin-3-yl)benzyl)piperazin-1-yl)ethoxy)phenyl)amino)-5-methylpyrimidin-4-yl)amino)benzenesulfonamide C(C)(C)(C)NS(=O)(=O)C1=CC(=CC=C1)NC1=NC(=NC=C1C)NC1=CC=C(C=C1)OCCN1CCN(CC1)CC1=C(C=CC=C1)C1C(NC(CC1)=O)=O